[Si](C)(C)(C(C)(C)C)NS(=O)(=O)C1=CN=C(S1)C(C)(C)O N-(tert-butyldimethylsilyl)-2-(2-hydroxypropan-2-yl)-thiazole-5-sulfonamide